CN(CCOC=1C=CC(=C(C(=O)N[C@H](C)C2=CC(=CC(=C2)C2=CC(N(C=C2)C)=O)C=2C=NN(C2)C)C1)C)C (R)-5-(2-(dimethylamino)ethoxy)-2-methyl-N-(1-(3-(1-methyl-1H-pyrazol-4-yl)-5-(1-methyl-2-oxo-1,2-dihydropyridin-4-yl)phenyl)ethyl)benzamide